C1N2C=3C(NC(=NC3NCC2CN1C1=CC=C(C(N[C@@H](CCC(=O)O)C(=O)O)=O)C=C1)N)=O 5,10-methylene-tetrahydrofolic acid